C(C1=CC=CC=C1)N1N=NN=C1C(N1CCN(CC1)C)C=1C=NC(=CC1)F 1-((1-benzyl-1H-tetrazol-5-yl)(6-fluoropyridin-3-yl)methyl)-4-methylpiperazine